BrC1=CC=C2C=C(NC2=C1)C#N 6-Bromo-1H-indole-2-carbonitrile